C=NOCCOCCOCCOCCOCCC(=O)N 3,6,9,12,15-pentaoxa-2-azaoctadec-1-en-18-amide